N-(2-(3-chloro-2-fluorophenyl)propan-2-yl)-2-(1-methyl-pyrrolidin-2-yl)acetamide ClC=1C(=C(C=CC1)C(C)(C)NC(CC1N(CCC1)C)=O)F